C(CCC)O[Cu+] butoxycopper (II)